CC1(CC(=CCO1)C1=CC(=NC(=N1)NS(=O)(=O)C=1C=NN(C1)C)OC=1C=CC(=NC1)C(=O)NC)C 5-[6-(6,6-Dimethyl-2,5-dihydropyran-4-yl)-2-[(1-methylpyrazol-4-yl)sulfonylamino]pyrimidin-4-yl]oxy-N-methyl-pyridine-2-carboxamide